COC=1C=C(C=C(C1)OC)N(C=1N=C(SC1)C#C)CC1=CC=C(C=C1)F N-(3,5-dimethoxyphenyl)-2-ethynyl-N-(4-fluorobenzyl)thiazol-4-amine